6-amino-4-(2-(aminomethyl)-4-fluoro-3-hydroxyphenyl)-7-(3-methoxy-2,6-dimethylphenyl)-2-Methyl-7H-pyrrolo[2,3-d]pyrimidine-5-carboxylate NC1=C(C2=C(N=C(N=C2C2=C(C(=C(C=C2)F)O)CN)C)N1C1=C(C(=CC=C1C)OC)C)C(=O)[O-]